N,N'-bis[3-(9H-carbazol-9-yl)phenyl]-7,7-dimethyl-N,N'-bis(4-methylphenyl)-7H-benzo[c]fluorene-5,9-diamine C1=CC=CC=2C3=CC=CC=C3N(C12)C=1C=C(C=CC1)N(C1=CC=2C(C=3C=C(C=CC3C2C2=C1C=CC=C2)N(C2=CC=C(C=C2)C)C2=CC(=CC=C2)N2C1=CC=CC=C1C=1C=CC=CC21)(C)C)C2=CC=C(C=C2)C